(S)-5-bromo-N-(1-methylcyclobutyl)-4-(trifluoromethyl)pyridin-2-amine BrC=1C(=CC(=NC1)NC1(CCC1)C)C(F)(F)F